ClC=1C=C2C=C(NC2=CC1O)CNC(OC(C)(C)C)=O tert-butyl ((5-chloro-6-hydroxy-1H-indol-2-yl)methyl)carbamate